(R)-N-Fmoc-2-(7-octenyl)alanine octadecyl-3-(3,5-Di-tert-butyl-4-hydroxyphenyl)propionate C(CCCCCCCCCCCCCCCCC)C(C(=O)O)CC1=CC(=C(C(=C1)C(C)(C)C)O)C(C)(C)C.C(=O)(OCC1C2=CC=CC=C2C2=CC=CC=C12)N[C@@](C)(C(=O)O)CCCCCCC=C